FMOCamide C(=O)(OCC1C2=CC=CC=C2C2=CC=CC=C12)[NH-]